2-((1-(2-(3,6-dihydro-2H-pyran-4-yl)-3-(4-fluorophenyl)-7-methylquinolin-5-yl)ethyl)amino)benzoic acid O1CCC(=CC1)C1=NC2=CC(=CC(=C2C=C1C1=CC=C(C=C1)F)C(C)NC1=C(C(=O)O)C=CC=C1)C